C(CCCC)(=O)N([C@@H](C(C)C)C(=O)O)CC1=CC=C(C=C1)C1=C(C=CC=C1)C1=NN=NN1 N-(1-pentanoyl)-N-[[2'-(1H-tetrazol-5-yl)[1,1'-biphenyl]-4-yl]methyl]-L-valine